5-(4-Cyclopropyl-1H-imidazol-1-yl)-N-(6-(5,6-dihydrocyclopenta[d][1,2,3]triazol-1(4H)-yl)pyridin-2-yl)-2-fluoro-4-methylbenzamide C1(CC1)C=1N=CN(C1)C=1C(=CC(=C(C(=O)NC2=NC(=CC=C2)N2N=NC3=C2CCC3)C1)F)C